N1C=C(C2=CC=CC=C12)C=1C=2N(N=C(C1)NC1CNCCC1)C=CN2 8-(1H-indol-3-yl)-N-(piperidin-3-yl)imidazo[1,2-b]pyridazin-6-amine